FC(CC)(F)N1N=CC=2C=NC(=CC21)C(=O)OC(C)C isopropyl 1-(1,1-difluoropropyl)-1H-pyrazolo[4,3-c]pyridine-6-carboxylate